thidiazazine S1NN=NC=C1